BrC1=C(C=C(C(=C1)[N+](=O)[O-])OCC)N1CCC(CC1)N1CCN(CC1)C(=O)OC(C)(C)C tert-butyl 4-(1-(2-bromo-5-ethoxy-4-nitrophenyl)piperidin-4-yl)piperazine-1-carboxylate